N1C=NC(=C1)C=1C(=NC=CC1)N1CCCCC1 3-(1H-imidazol-4-yl)-2-(piperidin-1-yl)pyridine